BrC1=C(C=C2C(=NC(=NC2=C1F)Cl)N1C[C@H](N(CC1)C(=O)OCC1=CC=CC=C1)CC#N)Cl (R)-benzyl 4-(7-bromo-2,6-dichloro-8-fluoroquinazolin-4-yl)-2-(cyanomethyl)-piperazine-1-carboxylate